[O-2].[V+5].[Y+3].[O-2].[O-2].[O-2] Yttrium vanadium oxid